(1R,2S,3R,4S)-N-(3,4-dichlorophenyl)-3-(1-methyl-3-(trifluoromethyl)-1H-pyrazol-5-yl)-7-oxabicyclo[2.2.1]heptane-2-carboxamide ClC=1C=C(C=CC1Cl)NC(=O)[C@@H]1[C@H]2CC[C@@H]([C@H]1C1=CC(=NN1C)C(F)(F)F)O2